FC1CC(N(C1)C(=O)C12CC(C1)(C2)CO)C2=CC(=CC=C2)F (4-Fluoro-2-(3-fluorophenyl)pyrrolidin-1-yl)(3-(hydroxymethyl)bicyclo[1.1.1]pent-1-yl)methanone